bis-(2-ethylhexyl)-amine C(C)C(CNCC(CCCC)CC)CCCC